(3-((2,5-dichloropyrimidin-4-yl)amino)-4-(methylthio)phenyl)acetamide ClC1=NC=C(C(=N1)NC=1C=C(C=CC1SC)CC(=O)N)Cl